CC1(CN(CC1)C1=CC=C(C=C1)C=1OC(=CN1)C=1C=C(C(=C(C=O)C1)O)F)C 5-(2-(4-(3,3-dimethylpyrrolidin-1-yl)phenyl)oxazol-5-yl)-3-fluoro-2-hydroxybenzaldehyde